COCCN1N=CC2=CC=CC(=C12)NS(=O)(=O)C=1C=NN(C1)C1=NC=CC(=C1)C(F)(F)F N-(1-(2-METHOXYETHYL)-1H-INDAZOL-7-YL)-1-(4-(TRIFLUOROMETHYL)PYRIDIN-2-YL)-1H-PYRAZOLE-4-SULFONAMIDE